Nickel Water O.[Ni]